(E)-4-(3-chloro-2,6-difluorophenoxy)-1-(4-fluorophenyl)pent-2-en-1-one ClC=1C(=C(OC(/C=C/C(=O)C2=CC=C(C=C2)F)C)C(=CC1)F)F